Phosphine Phosphonate P(O)(O)=O.P